3-[5-(2-methyl-4-pyridinyl)-1-tetrahydropyran-2-yl-6-tetrahydropyran-4-yl-pyrazolo[4,3-g]Isoquinolin-8-yl]Oxyhydroxyazetidine-1-carboxylic acid benzyl ester C(C1=CC=CC=C1)OC(=O)N1C(C(C1)OC1=NC(=C(C2=CC3=C(C=C12)N(N=C3)C3OCCCC3)C3=CC(=NC=C3)C)C3CCOCC3)O